(2-((1-(1-(tert-butoxycarbonyl)piperidin-4-yl)-1H-pyrazol-4-yl)amino)-5-methylpyridin-4-yl)benzoic acid C(C)(C)(C)OC(=O)N1CCC(CC1)N1N=CC(=C1)NC1=NC=C(C(=C1)C1=C(C(=O)O)C=CC=C1)C